3-(3-methyl-4-(trifluoromethoxy)phenyl)azetidine 4-methylbenzenesulfonate CC1=CC=C(C=C1)S(=O)(=O)O.CC=1C=C(C=CC1OC(F)(F)F)C1CNC1